ClC1=C(NC2=NSC3=C2C=CC=C3)C=CC=C1C1=CC(=CC=C1)OCCCN1CC(CC1)O 3-(2-chloro-3-(3-(3-(3-hydroxypyrrolidin-1-yl)propoxy)phenyl)anilino)benzisothiazol